eicosadienoic acid isobutyl ester C(C(C)C)OC(C=CC=CCCCCCCCCCCCCCCC)=O